C1CC12CNC[C@@H]2NC(OC(C)(C)C)=O tertbutyl N-[(7R)-5-azaspiro[2.4]heptan-7-yl]carbamate